tert-butyl O4-methyl 4-[2-[[(1S)-1-benzyloxycarbonyl-2-methyl-propyl]amino]ethyl]piperidine-1,4-dicarboxylate C(C1=CC=CC=C1)OC(=O)[C@H](C(C)C)NCCC1(CCN(CC1)C(=O)OC(C)(C)C)C(=O)OC